2-(3-bromo-1H-pyrazol-1-yl)-6-(methoxymethyl)-3-methylpyridine BrC1=NN(C=C1)C1=NC(=CC=C1C)COC